C1=CC=C2C=CC3=CC=CC4=CC=C1C2C34 10b,10c-dihydropyrene